methyl (3-(3,7-dimethylocta-2,6-dien-1-yl)-2,4-dihydroxy-6-pentylbenzoyl)glycinate CC(=CCC=1C(=C(C(=O)NCC(=O)OC)C(=CC1O)CCCCC)O)CCC=C(C)C